(2-(2,6-dioxopiperidin-3-yl)-1-oxoisoindol-4-yl)pent-1-ylamine hydrochloride Cl.O=C1NC(CCC1N1C(C2=CC=CC(=C2C1)CCCCCN)=O)=O